5-{3-[4-(phenoxymethyl)phenyl]-1,2,4-oxadiazol-5-yl}-1-(propan-2-yl)-1H-1,2,3-benzotriazole O(C1=CC=CC=C1)CC1=CC=C(C=C1)C1=NOC(=N1)C1=CC2=C(N(N=N2)C(C)C)C=C1